di(tert-butyl)(3,5-dimethylphenyl)phosphine tert-butyl-2-((1-(3,7-dimethyl-4-oxo-2-(pyridin-4-yl)-4H-pyrido[1,2-a]pyrimidin-9-yl)ethyl)amino)benzoate C(C)(C)(C)OC(C1=C(C=CC=C1)NC(C)C1=CC(=CN2C1=NC(=C(C2=O)C)C2=CC=NC=C2)C)=O.C(C)(C)(C)P(C2=CC(=CC(=C2)C)C)C(C)(C)C